3-bromopropionic acid n-propyl ester C(CC)OC(CCBr)=O